[Mg+2].C(CCCCCCCCCCCCCCCCC)(=O)[O-].[Ca+2].C(CCCCCCCCCCCCCCCCC)(=O)[O-].C(CCCCCCCCCCCCCCCCC)(=O)[O-].C(CCCCCCCCCCCCCCCCC)(=O)[O-] calcium stearate, magnesium salt